6-[7-(4-fluoro-2-methoxy-phenyl)-6-[1-[4-(hydroxymethyl)-4-piperidinyl]pyrazol-4-yl]thieno[3,2-c]pyridin-4-yl]-3,4-dihydro-1H-isoquinoline-2-carboxylic acid tert-butyl ester C(C)(C)(C)OC(=O)N1CC2=CC=C(C=C2CC1)C1=NC(=C(C2=C1C=CS2)C2=C(C=C(C=C2)F)OC)C=2C=NN(C2)C2(CCNCC2)CO